COC1=CC=C(C=C1)/C=C/C(=O)OCCOCC 2-ethoxyethyl (2E)-3-(4-methoxyphenyl)acrylate